FC1=C(OC2=C(C=C(C=C2)N2C(CCC2)=O)C=2C3=C(C(N(C2)C)=O)NC=C3)C=CC(=C1)F 4-(2-(2,4-difluorophenoxy)-5-(2-oxopyrrolidin-1-yl)phenyl)-6-methyl-1,6-dihydro-7H-pyrrolo[2,3-c]pyridin-7-one